FC(C=1N=CC=2N(C1)C(=CN2)C2=NC=CC(=N2)N2CC1(CC2)CCNCC1)F 2-(2-(6-(difluoromethyl)imidazo[1,2-a]pyrazin-3-yl)pyrimidin-4-yl)-2,8-diazaspiro[4.5]decane